ClC=1C(=C2C=NNC2=C(C1F)NCC1CC1)C=1C=CC=2N(C1)C=C(N2)NC(=O)[C@H]2[C@H](C2)F (1S,2S)-N-(6-(5-chloro-7-((cyclopropylmethyl)amino)-6-fluoro-1H-indazol-4-yl)imidazo[1,2-a]pyridin-2-yl)-2-fluorocyclopropane-1-carboxamide